C(C)(C)(C)OC(=O)NC=1C=CC(=C(C1)NS([O-])(=O)=O)F 5-((tert-butoxycarbonyl) amino)-2-fluorophenylsulfamate